NC1=C(C=CC2=CC=CC=C12)N=NC=1C=NC(=CC1)C1=C(C=CC=C1OCCC)F 4-Amino-3-[6-(2-fluoro-6-propoxyphenyl)pyridin-3-ylazo]naphthalin